1-methyl-N-((1R,2S)-3-methyl-1-((1-(1-methyl-6-oxo-1,6-dihydropyridin-3-yl)-1H-indazol-5-yl)oxy)-1-phenylbutan-2-yl)cyclopropane-1-carboxamide CC1(CC1)C(=O)N[C@H]([C@@H](C1=CC=CC=C1)OC=1C=C2C=NN(C2=CC1)C1=CN(C(C=C1)=O)C)C(C)C